methyl 7-(1-(adamantan-1-ylmethyl)-5-methyl-1H-pyrazol-4-yl)-3-((3-(benzo[d]thiazol-2-ylcarbonyl)pyridin-2-yl)amino)imidazo[1,2-a]pyridine-8-carboxylate C12(CC3CC(CC(C1)C3)C2)CN2N=CC(=C2C)C2=C(C=3N(C=C2)C(=CN3)NC3=NC=CC=C3C(=O)C=3SC2=C(N3)C=CC=C2)C(=O)OC